CC1CN(C(=CC1)C1=CC(=CC=C1)S(N)(=O)=O)C(=O)OC(C)(C)C tert-butyl 3-methyl-6-(3-Sulfamoylphenyl)-3,4-dihydropyridine-1(2H)-carboxylate